2-ethoxy-4-methyl-N-(thiophene-2-yl-methyl)-7-(trifluoromethyl)-quinoline-3-carboxylic acid amide C(C)OC1=NC2=CC(=CC=C2C(=C1C(=O)NCC=1SC=CC1)C)C(F)(F)F